lithium 3-fluorophenoxide FC=1C=C([O-])C=CC1.[Li+]